ClC1=CC=CC(=N1)C1=C(N=C2C(=N1)CN(CC2)C(C)=O)N2CCC(CC2)OC2=C(C=C(C=C2)F)F 1-(3-(6-chloropyridin-2-yl)-2-(4-(2,4-difluorophenoxy)piperidin-1-yl)-7,8-dihydropyrido[3,4-b]pyrazin-6(5H)-yl)ethanone